N-((2-(2,6-dioxopiperidin-3-yl)-1-oxoisoindolin-5-yl)methyl)-2-oxo-2-(4-trifluoromethylphenyl)acetamide O=C1NC(CCC1N1C(C2=CC=C(C=C2C1)CNC(C(C1=CC=C(C=C1)C(F)(F)F)=O)=O)=O)=O